C(C)C=1C2=C(N(C1C=1C=C(C=3N(C1)N=CN3)C)C(=O)OC(C)(C)C)C=C(S2)C=O tert-butyl 6-ethyl-2-formyl-5-(8-methyl-[1,2,4]triazolo[1,5-a]pyridin-6-yl)thieno[3,2-b]pyrrole-4-carboxylate